N-[2-(3-Methylpyridin-2-yl)-[1,3]thiazolo[5,4-c]pyridin-6-yl]-6-[(3S,5S)-3,4,5-trimethylpiperazin-1-yl]pyridin-2-amine CC=1C(=NC=CC1)C=1SC=2C=NC(=CC2N1)NC1=NC(=CC=C1)N1C[C@@H](N([C@H](C1)C)C)C